(2R,3S)-1-(6-chloro-4-cyclopropyl-2,7-naphthyridin-1-yl)-2-methylazetidin ClC=1C=C2C(=CN=C(C2=CN1)N1[C@@H](CC1)C)C1CC1